C(C)N1CCC2(C[C@@H]2C(=O)N[C@@H](CCCCCC(CC)=O)C=2NC(=CN2)C2=C(C=C(C=C2)C)OC)CC1 (S)-6-Ethyl-N-((S)-1-(5-(2-methoxy-4-methylphenyl)-1H-imidazol-2-yl)-7-oxononyl)-6-azaspiro[2.5]octan-1-carboxamid